ClC1=C(C=C2C=C(N=CC2=C1)NC(=O)C1C(C1)C(C)(C)O)C1CCN(CC1)[C@]1(COC[C@H]1O)C N-(7-chloro-6-(1-((4S,3S)-4-hydroxy-3-methyltetrahydrofuran-3-yl)piperidin-4-yl)isoquinolin-3-yl)-2-(2-hydroxypropan-2-yl)cyclopropane-1-carboxamide